(S)-3-(4-((R)-1-(3-(difluoromethyl)-2-fluorophenyl)ethylamino)cinnolin-6-ylamino)pyrrolidine-1-carboxylic acid tert-butyl ester C(C)(C)(C)OC(=O)N1C[C@H](CC1)NC=1C=C2C(=CN=NC2=CC1)N[C@H](C)C1=C(C(=CC=C1)C(F)F)F